C(\C=C(/C)\CCC=C(C)C)CC(C)=CCC\C(\C)=C\C=O geranylgeranial